ethyl 2-(2-((5-(3-(aminomethyl)phenyl)-2-ethylbenzofuran-3-yl)methoxy)phenyl)acetate NCC=1C=C(C=CC1)C=1C=CC2=C(C(=C(O2)CC)COC2=C(C=CC=C2)CC(=O)OCC)C1